N,N'-(2,2'-dimethyl-[1,1'-biphenyl]-3,3'-diyl)bis(4-methoxy-5-(((R)-3-methoxypyrrolidin-1-yl)methyl)picolinamide) CC1=C(C=CC=C1NC(C1=NC=C(C(=C1)OC)CN1C[C@@H](CC1)OC)=O)C1=C(C(=CC=C1)NC(C1=NC=C(C(=C1)OC)CN1C[C@@H](CC1)OC)=O)C